C(C1CO1)OC1=CC=C(N(CC2CO2)CC2CO2)C=C1 para-(2,3-epoxypropoxy)-N,N-bis(2,3-epoxypropyl)aniline